1-(3-hydroxy-4-Methoxystyryl)-2,6-dimethylpyridin-4(1H)-one OC=1C=C(C=CN2C(=CC(C=C2C)=O)C)C=CC1OC